2-(5-bicyclo[2.2.1]hept-2-enylmethyl)-4-[6-(2,4-dimethylpyrazol-3-yl)pyridazin-3-yl]oxy-3,3a,4,5,6,6a-hexahydro-1H-cyclopenta[c]pyrrole C12C=CC(C(C1)CN1CC3C(C1)C(CC3)OC=3N=NC(=CC3)C=3N(N=CC3C)C)C2